CN1OC(C2C1C(CC(C2)(C2=CC=CC=C2)C)C)(C)C 1,3,3,5,7-Pentamethyl-5-phenyloctahydrobenzo[c]isoxazol